FCC1=NN(C=C1)C1=NC=C(C=O)C=C1 6-(3-(fluoromethyl)-1H-pyrazol-1-yl)nicotinaldehyde